5-Chloro-8-(2,6-difluorophenyl)-2,3,7,9,11-pentazatricyclo[8.4.0.02,6]tetradeca-1(10),3,5,7,11,13-hexaene-13-carboxylic acid ClC=1C=NN2C=3C=C(C=NC3NC(=NC12)C1=C(C=CC=C1F)F)C(=O)O